(2S,3S,4R,5R,6S)-2-(4-(hydroxymethyl) phenoxy)-6-methyltetrahydro-2H-pyran-3,4,5-triyl triacetate C(C)(=O)O[C@@H]1[C@@H](O[C@H]([C@H]([C@H]1OC(C)=O)OC(C)=O)C)OC1=CC=C(C=C1)CO